C(C)(C)(C)C=1C(=NC(=C(C1)OC)CO)C=1CC=NCC1 tert-butyl-6-(hydroxymethyl)-5-methoxy-3',6'-dihydro-[2,4'-bipyridine]